(4-(4-(trifluoromethyl)phenyl)piperidin-1-yl)methanone FC(C1=CC=C(C=C1)C1CCN(CC1)C=O)(F)F